5-((4-allyl-6-fluoro-1-tosyl-1H-indol-5-yl)oxy)-2-fluorobenzonitrile C(C=C)C1=C2C=CN(C2=CC(=C1OC=1C=CC(=C(C#N)C1)F)F)S(=O)(=O)C1=CC=C(C)C=C1